C(C)(C)C1OC(C(O1)=O)C 2-isopropyl-5-methyl-1,3-dioxolan-4-one